2,6-bis((S)-4-methyl-4,5-dihydrooxazol-2-yl)pyridine C[C@@H]1N=C(OC1)C1=NC(=CC=C1)C=1OC[C@@H](N1)C